[C@H]([C@@H]([C@@H](C(=O)[O-])O)O)([C@H](C(=O)[O-])O)O The molecule is dicarboxylate anion of D-glucaric acid; major species at pH 7.3. It has a role as a human metabolite. It is a conjugate base of a D-glucarate(1-).